2-(4-amino-1-(tert-butyl)-1H-pyrazolo[3,4-d]pyrimidin-3-yl)-3-chloro-N-methyl-1H-indole-6-carboxamide NC1=C2C(=NC=N1)N(N=C2C=2NC1=CC(=CC=C1C2Cl)C(=O)NC)C(C)(C)C